7-{[1-(2,6-difluorophenyl)-1H-pyrazol-4-yl]Methyl}-5-(2-methoxypyridin-3-yl)-7H-pyrrolo[2,3-d]Pyrimidin-4-amine FC1=C(C(=CC=C1)F)N1N=CC(=C1)CN1C=C(C2=C1N=CN=C2N)C=2C(=NC=CC2)OC